(2R,3S,4S)-4-hydroxy-2-[(4-methoxyphenyl) methyl]pyrrolidin-3-yl N-{2-[(3S)-3-hydroxypyrrolidin-1-yl]ethyl}carbamate trifluoroacetic acid salt FC(C(=O)O)(F)F.O[C@@H]1CN(CC1)CCNC(O[C@H]1[C@H](NC[C@@H]1O)CC1=CC=C(C=C1)OC)=O